6-((4-((2-Cyclopropyl-4-phenyloxazol-5-yl)oxy)pyridin-2-yl)amino)pyridinecarboxamide C1(CC1)C=1OC(=C(N1)C1=CC=CC=C1)OC1=CC(=NC=C1)NC1=CC=CC(=N1)C(=O)N